ferric bisglycinate NCC(=O)[O-].NCC(=O)[O-].[Fe+3]